4-[9-chloro-7-(2,6-difluoro-phenyl)-5H-benzo[c]pyrimido[4,5-e]azepin-2-ylamino]-benzimidic acid ethyl ester HCl salt Cl.C(C)OC(C1=CC=C(C=C1)NC=1N=CC2=C(C3=C(C(=NC2)C2=C(C=CC=C2F)F)C=C(C=C3)Cl)N1)=N